FC1(CNCC12CN(C2)C(=O)C2(CCN(CC2)C=2C=C(N=NC2)C2=C(C=CC=C2)O)C2=CC=CC=C2)F 2-[5-(4-{8,8-difluoro-2,6-diazaspiro[3.4]octane-2-carbonyl}-4-phenylpiperidin-1-yl)pyridazin-3-yl]phenol